3-(2-chlorophenyl)-5-methyl-N-(2-fluorophenyl)isoxazole-4-carboxamide Di-octyl-Phthalate C(CCCCCCC)OC(C=1C(C(=O)OCCCCCCCC)=CC=CC1)=O.ClC1=C(C=CC=C1)C1=NOC(=C1C(=O)NC1=C(C=CC=C1)F)C